cyclopropyl-6-methoxypyrazolo[1,5-a]pyrimidine C1(CC1)C1=NN2C(N=CC(=C2)OC)=C1